NCCCCCCCCCN 1,3-bis(3-amino-propyl)propane